Isopropyl-Myristic Acid C(C)(C)C(C(=O)O)CCCCCCCCCCCC